2-[[(3S)-3-methyl-1-piperidinyl]methyl]-6-[3-[3-[(4-methyl-1,2,4-triazol-3-yl)methyl]oxetan-3-yl]phenyl]-4-(trifluoromethyl)-1H-pyrrolo[2,3-c]pyridin-7-one C[C@@H]1CN(CCC1)CC1=CC2=C(C(N(C=C2C(F)(F)F)C2=CC(=CC=C2)C2(COC2)CC2=NN=CN2C)=O)N1